(4-bromobutyl)triphenylphosphine BrCCCCC1=C(C=CC=C1)P(C1=CC=CC=C1)C1=CC=CC=C1